4-(4-pyridinyl)benzaldehyde N1=CC=C(C=C1)C1=CC=C(C=O)C=C1